ClC=1C=NC=C(C1[C@@H](C)OC=1C=C2C(=NN(C2=CC1)C1OCCCC1)C=1C=NC(=CC1)N1CC(C1)(C)CP(=O)(OC)OC)Cl 5-[(1R)-1-(3,5-dichloro-4-pyridinyl)ethoxy]-3-[6-[3-(dimethoxyphosphorylmethyl)-3-methyl-azetidin-1-yl]-3-pyridinyl]-1-tetrahydropyran-2-yl-indazole